CC=1N=C2N(N=C(C=C2C)C2=CC(=C3C=C(N=NC3=C2)N2C[C@H]3C([C@H]3C2)N)F)C1 |o1:22,24| (1S*,5R*)-3-[7-(2,8-dimethylimidazo[1,2-b]pyridazin-6-yl)-5-fluoro-cinnolin-3-yl]-3-azabicyclo[3.1.0]hexan-6-amine